3-(5-(3-(1H-benzo[d]imidazol-7-yl)-2-oxoimidazolidin-1-yl)-1-oxoisoindolin-2-yl)-1-(hydroxymethyl)piperidine-2,6-dione N1C=NC2=C1C(=CC=C2)N2C(N(CC2)C=2C=C1CN(C(C1=CC2)=O)C2C(N(C(CC2)=O)CO)=O)=O